(R)-4-hydroxy-2-methylpentan-2-yl hydrogen ((S)-3-hydroxy-2-(5-(4-methoxy-3-propoxyphenyl) pyridin-3-yl) propyl) borate B(OC(C)(C[C@@H](C)O)C)(O)OC[C@H](CO)C=1C=NC=C(C1)C1=CC(=C(C=C1)OC)OCCC